1-(4-bromo-2-nitrophenoxy)cyclopropane-1-carboxylic acid BrC1=CC(=C(OC2(CC2)C(=O)O)C=C1)[N+](=O)[O-]